4-[4-(2,6-dimethylphenyl)-3-methyl-1H-pyrazol-1-yl]-1H-pyrrolo[2,3-b]pyridine CC1=C(C(=CC=C1)C)C=1C(=NN(C1)C1=C2C(=NC=C1)NC=C2)C